7-chloro-6-(1-((5-methoxy-1-methyl-1H-pyrazol-4-yl)sulfonyl)piperidin-4-yl)-[1,2,4]triazolo[1,5-a]pyridine ClC1=CC=2N(C=C1C1CCN(CC1)S(=O)(=O)C=1C=NN(C1OC)C)N=CN2